tert-butyl 4-(4-(2,6-bis(benzyloxy)pyridin-3-yl)phenyl)-3,6-dihydropyridine-1(2H)-carboxylate C(C1=CC=CC=C1)OC1=NC(=CC=C1C1=CC=C(C=C1)C=1CCN(CC1)C(=O)OC(C)(C)C)OCC1=CC=CC=C1